COC1=CC=C(CC2(C3=CC=CC=C3C=3C=CC=CC23)O)C=C1 9-(4-methoxybenzyl)-9H-fluoren-9-ol